FC1=CC=C(C(=O)N2C(CCCC2)C=2N=NN(C2)[C@@H](CC(=O)NO)CC2=CC3=CC=CC=C3C=C2)C=C1 (3R)-3-(4-(1-(4-Fluorobenzoyl)piperidin-2-yl)-1H-1,2,3-triazol-1-yl)-N-hydroxy-4-(naphthalin-2-yl)butanamid